C(#N)C=1C=C(C=CC1)NC(=O)N1CC2C(C1)CC(C2)C2=CC=CC=C2 N-(3-cyanophenyl)-5-phenyl-octahydrocyclopenta[c]pyrrole-2-carboxamide